spiro[norbornane-2,2'-[2H]benzo[H]benzopyran] O1C2(C=CC3=C1C1=C(C=C3)C=CC=C1)C1CCC(C2)C1